(S)-4-((1-(2-chloro-5-fluorophenyl)propyl)amino)-2,6-difluoro-N-(pyrimidin-4-yl)benzenesulfonamide ClC1=C(C=C(C=C1)F)[C@H](CC)NC1=CC(=C(C(=C1)F)S(=O)(=O)NC1=NC=NC=C1)F